(3-((6-chloropyridin-3-yl)methylcarbamoyl)thiophen-2-yl)-4-(pyridin-2-yl)piperazine-1-carboxamide ClC1=CC=C(C=N1)CNC(=O)C1=C(SC=C1)C1N(CCN(C1)C1=NC=CC=C1)C(=O)N